OC(COCCNC(=O)C1=CC2=C(N(C(=N2)NC=2OC3=C(N2)C=CC(=C3)C(F)(F)F)C)C=C1)C N-(2-(2-hydroxypropoxy)ethyl)-1-methyl-2-((6-(trifluoromethyl)benzo[d]oxazol-2-yl)amino)-1H-benzo[d]imidazole-5-carboxamide